1-(tert-butyl)-3-(4-((cyclobutylmethyl)sulfonamido)phenyl)-5-(pyrazin-2-ylamino)-1H-pyrazole-4-carboxamide C(C)(C)(C)N1N=C(C(=C1NC1=NC=CN=C1)C(=O)N)C1=CC=C(C=C1)NS(=O)(=O)CC1CCC1